FC(C=1C=C(CC2=CC(=NC=C2)N2N=CC=3C(NCCOC32)=O)C=CC1)(F)F 1-(4-(3-(trifluoromethyl)benzyl)pyridin-2-yl)-6,7-dihydro-1H-pyrazolo[4,3-f][1,4]oxazepin-4(5H)-one